C(C)(C)(C)OC(=O)N1C(CNC(C1)CO)C 5-(hydroxymethyl)-2-methylpiperazine-1-carboxylic acid tert-butyl ester